C1(CC1)C=1C=C(C=CC1F)N1N=C2C(C(NCC2)C)=C1N1C(NC=C1)=O 1-(2-(3-cyclopropyl-4-fluorophenyl)-4-methyl-4,5,6,7-tetrahydro-2H-pyrazolo[4,3-c]pyridin-3-yl)-1,3-dihydro-2H-imidazol-2-one